N-(2-(trifluoromethyl)pyrimidin-4-yl)pyrrolidine-2-carboxamide FC(C1=NC=CC(=N1)NC(=O)C1NCCC1)(F)F